COC=1C=C(C=CC1OCC1=C(C=CC=C1)C(F)(F)F)C1C=2C(NC(C1)=O)=CNN2 7-(3-methoxy-4-{[2-(trifluoromethyl)phenyl]methoxy}phenyl)-2H,4H,5H,6H,7H-pyrazolo[4,3-b]pyridin-5-one